N(C(C(=O)[O-])CC(=O)[O-])C(C(=O)[O-])CC(=O)[O-].[Na+].[Na+].[Na+].[Na+] Tetranatrium Iminodisuccinat